2-bromo-7-(3,5-dichlorophenoxy)-6,7-dihydro-5H-pyrrolo[1,2-b][1,2,4]triazole BrC=1N=C2N(N1)CCC2OC2=CC(=CC(=C2)Cl)Cl